1-(4-{[2-Amino-4-(pentylamino)-5H-pyrrolo[3,2-d]pyrimidin-5-yl]methyl}-3-methoxyphenyl)-2,5,8,11-tetraoxatridecan-13-ol NC=1N=C(C2=C(N1)C=CN2CC2=C(C=C(C=C2)COCCOCCOCCOCCO)OC)NCCCCC